ClC=1C=C(C=CC1OC)C1=CN=C2N1C=CN=C2NC2=CC=C(C(=O)N(C)CCN(C)C)C=C2 4-((3-(3-chloro-4-methoxyphenyl)imidazo[1,2-a]pyrazin-8-yl)amino)-N-(2-(dimethylamino)ethyl)-N-methylbenzamide